C(C=C)(=O)N1CC2=C(CCC1)C(=CC=C2)C2=C1C(=CNC1=C(C=C2F)C(=O)N)Cl 4-(2-acryloyl-2,3,4,5-tetrahydro-1H-benzo[c]azepin-6-yl)-3-chloro-5-fluoro-1H-indole-7-carboxamide